NC1=NC(=C2N=CNC2=N1)C=1C=C2CN(C(C2=CC1)=O)C1CNCCC1 3-[5-(2-amino-9H-purin-6-yl)-1-oxo-2,3-dihydro-1H-isoindol-2-yl]piperidine